9H-fluoren-9-ol C1=CC=CC=2C3=CC=CC=C3C(C12)O